Dinaphtho[1,2-b:2',1'-d]Furan C1=CC=CC=2C=CC3=C(OC4=C3C=CC3=CC=CC=C34)C12